C(C)C1=C(C(C2=C(N1)N=C(O2)C2=CC(=NC=C2)OC)=O)N2CCNCC2 5-ethyl-2-(2-methoxy-4-pyridyl)-6-piperazin-1-yl-4H-oxazolo[4,5-b]pyridin-7-one